CS(=O)(=O)OCCOC=1C=NC(=CC1)C(C)(C)S(=O)(=O)C 2-{[6-(2-methanesulfonylpropan-2-yl)pyridin-3-yl]oxy}ethyl methanesulfonate